Ethyl 2-((2-(but-3-en-1-yl)-4-fluorophenyl)amino)-5-(trifluoromethyl)benzoate C(CC=C)C1=C(C=CC(=C1)F)NC1=C(C(=O)OCC)C=C(C=C1)C(F)(F)F